ONC(=O)[C@H]1OC2=CC=CC=C2C[C@H]1C |o1:4,13| (rel)-(2S,3R)-N-hydroxy-3-methylchromane-2-carboxamide